ClC1=CC(=C(C=C1)C1=NC(=NC=2C(NN=CC21)=O)N2C[C@@H](O[C@@H](C2)C)C=2C=NN(C2)C2CC2)F 4-(4-chloro-2-fluorophenyl)-2-((2S,6R)-2-(1-cyclopropyl-1H-pyrazol-4-yl)-6-methylmorpholino)pyrimido[4,5-d]pyridazin-8(7H)-one